The molecule is a primary arylamine that is aniline in which the hydrogens at the 2- and 5-positions are replaced by methyl groups. It is used in the manufacture of dyes and other chemicals. It is a dimethylaniline and a primary arylamine. CC1=CC(=C(C=C1)C)N